(S)-2-(6-(3-methyl-1H-pyrrolo[2,3-b]pyridin-5-yl)-2-(morpholin-4-carbonyl)-1,2,3,4-tetrahydroisoquinolin-8-yl)pyrrolidine-1-carboxylic acid tert-butyl ester C(C)(C)(C)OC(=O)N1[C@@H](CCC1)C=1C=C(C=C2CCN(CC12)C(=O)N1CCOCC1)C=1C=C2C(=NC1)NC=C2C